COC=1C=C2C(=CC=NC2=CC1OC)OC1=C(C=C(C(=O)NC2(CC2)C(NC2=CC=C(C=C2)F)=O)C=C1)F 4-((6,7-diMethoxyquinolin-4-yl)oxy)-3-fluoro-N-(1-((4-fluorophenyl)carbamoyl)cyclopropyl)benzamide